3-chloro-2-(2-chloroethoxy)-5-[1-(4-hydroxyphenyl)-1-methyl-ethyl]benzonitrile ClC=1C(=C(C#N)C=C(C1)C(C)(C)C1=CC=C(C=C1)O)OCCCl